BrC1=C(C2=C(S1)C(=C(S2)Br)Br)Br 2,3,5,6-tetrabromothieno[3,2-b]thiophene